OC(C(=O)O)CCCCCCC Hydroxypelargic acid